N1=C(C=CC=2CCCNC12)CCCCN 4-(5,6,7,8-tetrahydro-1,8-naphthyridin-2-yl)butan-1-amine